O=C(NCCOCCOCCOCCC(=O)O)CCC 14-oxo-4,7,10-trioxa-13-azaheptadecanoic acid